(3-((6-chloro-3-((1-methyl-1H-pyrazol-4-yl)amino)-1,2,4-triazin-5-yl)amino)-4-fluorophenyl)carbamic acid tert-butyl ester C(C)(C)(C)OC(NC1=CC(=C(C=C1)F)NC=1N=C(N=NC1Cl)NC=1C=NN(C1)C)=O